4-(4-(quinolin-3-yl)pyrimidin-4-yl)piperazine-1-carboxylate N1=CC(=CC2=CC=CC=C12)C1(NC=NC=C1)N1CCN(CC1)C(=O)[O-]